3-bromo-6-tert-butyl-7-[(Z)-2-methoxyvinyl]-5-methyl-pyrrolo[2,3-b]pyrazine BrC1=CN=C2C(=N1)N(C(=C2\C=C/OC)C(C)(C)C)C